COC1=C(C=CC=C1)C(C1=CNC2=CC=CC=C12)S(=O)(=O)C1=CC=CC=C1 3-[(2-methoxyphenyl)(benzenesulfonyl)methyl]-1H-Indole